3-(fluoromethoxy)-N-methyl-4-{[3-(4-{[(1R,4R)-4-[(2-methoxyethyl)(methyl)amino]cyclohexyl]amino}-1-(2,2,2-trifluoroethyl)-1H-indol-2-yl)prop-2-yn-1-yl]amino}benzamide FCOC=1C=C(C(=O)NC)C=CC1NCC#CC=1N(C2=CC=CC(=C2C1)NC1CCC(CC1)N(C)CCOC)CC(F)(F)F